TETRAMETHYLSPIRO[5.5]UNDEC-8-EN-1-ONE CC1(C(C(C2(CC1)CC=CCC2)=O)(C)C)C